5-propylthiobenzimidazole-2-carbamic acid C(CC)C1=CC2=C(N=C(N2)NC(=S)O)C=C1